C(#N)C1=NN(C2=CC=C(C=C12)NC=1C=CC=C2CN(C(C12)=O)CC(=O)O)C1OCCCC1 [7-[(3-cyano-1-tetrahydropyran-2-yl-indazol-5-yl)amino]-1-oxo-isoindolin-2-yl]acetic acid